NC=1C=C2C(OC(C2=CC1)C#N)(C)C 5-amino-3,3-dimethyl-1,3-dihydroisobenzofuran-1-carbonitrile